4-(8-((2-cyclopropyl-5-ethoxy-4'-fluoro-[1,1'-biphenyl]-4-yl)methyl)-2-oxo-1-oxa-3,8-diazaspiro[4.5]decan-3-yl)-N-(3-sulfamoylpropyl)benzamide C1(CC1)C1=C(C=C(C(=C1)CN1CCC2(CN(C(O2)=O)C2=CC=C(C(=O)NCCCS(N)(=O)=O)C=C2)CC1)OCC)C1=CC=C(C=C1)F